FC1(CN2CCC(C2(C1)C(=O)OCC)=C)F ethyl 6,6-difluoro-1-methylenetetrahydro-1H-pyrrolizin-7a(5H)-carboxylate